3-ethyl-N-{(1S)-1-(4-methylcyclohexyl)-2-oxo-2-[(2-oxospiro[1H-pyrrolo[3,2-c]-pyridin-3,4'-tetrahydropyran]-6-yl)amino]ethyl}isoxazole-4-carboxamide C(C)C1=NOC=C1C(=O)N[C@H](C(NC1=CC2=C(C=N1)C1(CCOCC1)C(N2)=O)=O)C2CCC(CC2)C